C1(CC1)C=1C=CC=2N(C1)C=C(N2)CN2N=CC(=C2)C(=O)N[C@@H]2CCC=1C2=NNC1C (R)-1-((6-cyclopropylimidazo[1,2-a]pyridin-2-yl)methyl)-N-(3-methyl-2,4,5,6-tetrahydrocyclopenta[c]pyrazol-6-yl)-1H-pyrazole-4-carboxamide